CCCCCCCCCCCCCCCCCCCCOC[C@H](COP(=O)(O)OC[C@H](CO)O)OC(=O)CCCCCCCCCCCCCCCC 1-eicosyl-2-heptadecanoyl-glycero-3-phospho-(1'-sn-glycerol)